CN1N=C(C=C1C)NC1=NC=C(C(=N1)C1=CNC2=C(C=CC=C12)NC(CN1C[C@H](CC1)OC1=NC(=NC=C1)NCCCO)=O)C (S)-N-(3-(2-((1,5-dimethyl-1H-pyrazol-3-yl)amino)-5-methylpyrimidin-4-yl)-1H-indol-7-yl)-2-(3-((2-((3-hydroxypropyl)amino)pyrimidin-4-yl)oxy)pyrrolidin-1-yl)acetamide